C(C1=CC=CC=C1)[C@H]([C@H]([C@@H](C(C(C(CC=O)NC(=O)C1=NC=CC(=C1O)OC)=O)=O)C)OC(C(C)C)=O)C=O 2-methylpropanoic acid [(6s,7r,8r)-8-benzyl-3-[(3-hydroxy-4-methoxy-pyridine-2-carbonyl) amino]-6-methyl-4,9-dioxo-1,5-dioxonon-7-yl] ester